4-[4-(1,3-benzoxazol-2-yl)-4-methylpiperidin-1-yl]-1,6-dimethyl-2-oxo-1,2-dihydroquinoline-3-carbonitrile O1C(=NC2=C1C=CC=C2)C2(CCN(CC2)C2=C(C(N(C1=CC=C(C=C21)C)C)=O)C#N)C